4,4-dihydroxybiphenyl-3,3-dicarboxylic acid OC1(C(C=C(C=C1)C1=CC=CC=C1)(C(=O)O)C(=O)O)O